hafnium (IV) trihydroxide monoisopropoxide CC([O-])C.[OH-].[OH-].[OH-].[Hf+4]